(6R)-17-Amino-11,11-dimethyl-6,15-bis(trifluoromethyl)-10,19-dioxa-3,4,13,18-tetrazatricyclo[12.3.1.12,5]nonadeca-1(17),2,4,14(18),15-pentaen-6-ol NC=1C=C(C=2NCC(OCCC[C@](C3=NN=C(C1N2)O3)(O)C(F)(F)F)(C)C)C(F)(F)F